tert-butyl (3R)-3-[(2-ethynylthieno[3,2-c]pyridin-4-yl)-[2-fluoro-4-(triazolo[4,5-b]pyridin-3-yl)benzoyl]amino]piperidine-1-carboxylate C(#C)C1=CC=2C(=NC=CC2S1)N([C@H]1CN(CCC1)C(=O)OC(C)(C)C)C(C1=C(C=C(C=C1)N1N=NC=2C1=NC=CC2)F)=O